C(C)(C)N1CC2=CC(=CC=C2C2(C1)CC2)N 2'-isopropyl-2',3'-dihydro-1'h-spiro[cyclopropane-1,4'-isoquinoline]-7'-amine